[Si](C1=CC=CC=C1)(C1=CC=CC=C1)(C(C)(C)C)OCC(CN1[C@@H](C=2NC3=CC=CC=C3C2C[C@H]1C)C1=CN=C(S1)N[C@H]1CN(CCC1)CCCF)(F)F 5-((1S,3R)-2-(3-((tert-butyldiphenylsilyl)oxy)-2,2-difluoropropyl)-3-methyl-2,3,4,9-tetrahydro-1H-pyrido[3,4-b]indol-1-yl)-N-((R)-1-(3-fluoropropyl)piperidin-3-yl)thiazol-2-amine